C(CCC)C1(OC2=C(C(=N1)C1=CN=C3N1N=CC(=C3C)C)C=CC=C2OC)C 2-butyl-4-(7,8-dimethylimidazo[1,2-b]pyridazin-3-yl)-8-methoxy-2-methyl-2H-benzo[e][1,3]oxazine